O=C[C@H](O)[C@@H](O)[C@H](O)[C@H](O)CO.COC1=CC(=CC=C1O)\C=C\C(=O)CC(=O)\C=C\C1=CC=C(O)C(OC)=C1 curcumin compound with glucose